(3-(2-hydroxypropan-2-yl)bicyclo[2.2.1]hept-5-en-2-yl)carbamic acid tert-butyl ester C(C)(C)(C)OC(NC1C2C=CC(C1C(C)(C)O)C2)=O